C(C)(C)(C)N1N=C(C(=C1C)O)C1CCCCC1 1-(tert-Butyl)-3-cyclohexyl-5-methyl-1H-pyrazole-4-ol